COC(=O)C1(OC2=C(C1)C=CC=C2)C(=O)OC Benzofuran-2,2-dicarboxylic acid dimethyl ester